3,4-Di-fluorophenol FC=1C=C(C=CC1F)O